OC(CCCCCCCC(=O)O)C=CC(CCCCCCO)O 9,12,18-trihydroxyoctadec-10-enoic acid